Methyl 6-(benzyloxy)-5-(2-chloropyridin-4-yl)-2-(methylthio)pyrimidine-4-carboxylate C(C1=CC=CC=C1)OC1=C(C(=NC(=N1)SC)C(=O)OC)C1=CC(=NC=C1)Cl